O1C=NC=C1C1=CC=C(O1)B(O)O 5-(OXAZOL-5-YL)FURAN-2-YLBORONIC ACID